3'-(3-(2-(dimethylamino)ethyl)-3-(3-methoxybenzyl)ureido)-[1,1'-biphenyl]-4-carboxamide CN(CCN(C(NC=1C=C(C=CC1)C1=CC=C(C=C1)C(=O)N)=O)CC1=CC(=CC=C1)OC)C